(2,4-dichlorophenylamino)-6-trifluoromethyl-4-pyrimidinol ClC1=C(C=CC(=C1)Cl)NC1=NC(=CC(=N1)O)C(F)(F)F